ethyl (2E)-2-amino-2-[(2,4-difluorophenyl)hydrazono]acetate N/C(/C(=O)OCC)=N/NC1=C(C=C(C=C1)F)F